FC=1C(=NC=NC1N(CC=1N(N=C(C1)C)CCC)C)NCC1=CC=C(C=C1)CC(=O)O 2-[4-[[[5-fluoro-6-[methyl-[(5-methyl-2-propyl-pyrazol-3-yl)methyl]amino]pyrimidin-4-yl]amino]methyl]phenyl]acetic acid